3-[(4-nitrophenyl)oxy]phenylalaninol [N+](=O)([O-])C1=CC=C(C=C1)OC=1C=C(C[C@H](N)CO)C=CC1